C1CC12OCCN(C2)C(=O)C2=NOC(=N2)C2=C(C(=C(C(=C2)F)F)O)F (4-oxa-7-azaspiro[2.5]oct-7-yl)(5-(2,4,5-trifluoro-3-hydroxyphenyl)-1,2,4-oxadiazol-3-yl)methanone